N-((1H-pyrazol-4-yl)methyl)-N-(3-bromophenyl)-1-(3-methyl-[1,2,4]triazolo[4,3-a]pyrazin-8-yl)methylamine N1N=CC(=C1)CN(C1=CC(=CC=C1)Br)CC=1C=2N(C=CN1)C(=NN2)C